OC1=C(C(=O)NC1=O)C1=CC=CC=C1 monohydroxyphenyl-maleimide